FC(OC1=CC=C(CN(C(OC(C)(C)C)=O)[C@H](CO)CCC(=O)NC)C=C1)F (S)-tert-Butyl 4-(difluoromethoxy)benzyl(1-hydroxy-5-(methylamino)-5-oxopentan-2-yl)carbamate